FC1=CC(=CC(=N1)N1C[C@H](CC1)C(=O)OC)OCCOC Methyl (3S)-1-[6-fluoro-4-(2-methoxyethoxy)pyridin-2-yl]pyrrolidine-3-carboxylate